2-vinyl-pyridine (R)-ethyl-2-((2S,3R,6S)-2,3-bis(4-chlorophenyl)-6-(2-cyano-4-fluorobenzyl)-5-oxomorpholino)pentanoate C(C)OC([C@@H](CCC)N1[C@@H]([C@@H](O[C@H](C1=O)CC1=C(C=C(C=C1)F)C#N)C1=CC=C(C=C1)Cl)C1=CC=C(C=C1)Cl)=O.C(=C)C1=NC=CC=C1